C(C(C)(C)C)(=O)OC1=C(N=C(C2=CC(=CC=C12)OC1=CC=CC=C1)C)C(NCC(=O)OC)=O 3-((2-methoxy-2-oxoethyl) carbamoyl)-1-methyl-7-phenoxyisoquinolin-4-yl pivalate